(2S,4R)-1-[2-(1-ethyl-6-oxo-1,6-dihydropyridin-3-yl)acetyl]-4-fluoro-N-[(S)-[6-fluoro-5-(propan-2-yl)pyridin-2-yl](phenyl)methyl]pyrrolidine-2-carboxamide C(C)N1C=C(C=CC1=O)CC(=O)N1[C@@H](C[C@H](C1)F)C(=O)N[C@@H](C1=CC=CC=C1)C1=NC(=C(C=C1)C(C)C)F